1-(1H-benzimidazol-1-yl)-2,4,6-trimethylpyridine N1(C=NC2=C1C=CC=C2)N2C(C=C(C=C2C)C)C